(19R)-10-(difluoromethyl)-3-ethyl-16-fluoro-19-methyl-20-oxa-3,4,10,11,23-pentaazapentacyclo[19.3.1.02,6.08,12.013,18]pentacosa-1(24),2(6),4,8,11,13,15,17,21(25),22-decaen-22-amine FC(N1C=C2CC=3C=NN(C3C3=CN=C(C(O[C@@H](C4=CC(=CC=C4C2=N1)F)C)=C3)N)CC)F